S(=O)(=O)(ON1[C@@H]2CC[C@H](N(C1=O)C2)C(C2COC2)(F)F)[O-].[Na+] Sodium (2S,5R)-2-[difluoro(oxetan-3-yl)methyl]-7-oxo-1,6-diazabicyclo[3.2.1]octan-6-yl sulfate